2-(4-Chloro-5-methyl-6-oxopyridazin-1(6H)-yl)-N-(4-methyl-3-((3-phenylpiperidin-1-yl)sulfonyl)phenyl)acetamide ClC=1C=NN(C(C1C)=O)CC(=O)NC1=CC(=C(C=C1)C)S(=O)(=O)N1CC(CCC1)C1=CC=CC=C1